NC1=C(N=C(C(=N1)N1CCC2(CC1)[C@@H](C1=CC=CC=C1C2)N)F)SC2=C(C(=NC=C2)N)Cl (S)-1'-(6-amino-5-((2-amino-3-chloropyridin-4-yl)thio)-3-fluoropyrazin-2-yl)-1,3-dihydro-spiro[indene-2,4'-piperidin]-1-amine